4-[(1S)-1-[[(3R)-4-[[2-(4-carbamoyl-2-methyl-phenyl)-4-pyridyl]methyl]morpholine-3-carbonyl]amino]ethyl]benzoic acid C(N)(=O)C1=CC(=C(C=C1)C1=NC=CC(=C1)CN1[C@H](COCC1)C(=O)N[C@@H](C)C1=CC=C(C(=O)O)C=C1)C